2-[(4-chlorophenyl)methyl]-8-methyl-N-[(2RS)-tetrahydrofuran-2-ylmethyl]-4,5-dihydro-2H-furo[2,3-g]indazole-7-carboxamide ClC1=CC=C(C=C1)CN1N=C2C3=C(CCC2=C1)OC(=C3C)C(=O)NC[C@@H]3OCCC3 |r|